5-bromo-3-(methylthio)-2-phenyl-3a,8a-dihydrofuro[2,3-b]benzofuran BrC=1C=CC2=C(C3C(O2)OC(=C3SC)C3=CC=CC=C3)C1